C(C)OC(=O)C1=C(SC(=C1CN(C)C)C1=CC=C(C=C1)[N+](=O)[O-])N(C(=O)OCC)CC1=C(C=CC=C1F)F 2-[(2,6-difluorobenzyl)ethoxycarbonylamino]-4-dimethylaminomethyl-5-(4-nitrophenyl)thiophene-3-carboxylic acid ethyl ester